Cl.NC1=C(C(=CC=C1)C)NS(=O)(=O)C1=C(C(=CC=C1)C=1C=NN(C1)C)C N-(2-amino-6-methylphenyl)-2-methyl-3-(1-methyl-1H-pyrazol-4-yl)benzene-1-sulfonamide hydrochloride